FC(C=1C=C(CN2C=C(C=3C2=NC=CC3Cl)/C=C(/C(=O)[O-])\C#N)C=C(C1)C(F)(F)F)(F)F (E)-3-(1-(3,5-bis(trifluoromethyl) benzyl)-4-chloro-1H-pyrrolo[2,3-b]pyridin-3-yl)-2-cyanoacrylate